OC1=C(C=C(C=C1O)O)C=CC1=CC=C(C=C1)O 2,3,5,4'-tetrahydroxystilbene